4-methoxy-cytidine COC1(NC(N([C@H]2[C@H](O)[C@H](O)[C@@H](CO)O2)C=C1)=O)N